FC=1C=C(C=C(C1OC1=C2C(=NC=C1)N(C=C2C2=CC(=CC=C2)OC)COCC[Si](C)(C)C)F)NC(=O)NCC2(COC2)C N-(3,5-difluoro-4-{[3-(3-methoxyphenyl)-1-{[2-(trimethylsilyl)ethoxy]methyl}-1H-pyrrolo[2,3-b]pyridin-4-yl]oxy}phenyl)-N'-[(3-methyloxetan-3-yl)methyl]urea